C(C)N1CCC(CC1)NC1=C2C(=NC=3C=C(C(=CC13)OC)C(F)(F)F)CCC2 1-ethyl-N-[7-methoxy-6-(trifluoromethyl)-1H,2H,3H-cyclopenta[b]quinolin-9-yl]piperidin-4-amine